CC(C(=O)OCC(C(C(C(C(C(F)F)(F)F)(F)F)(F)F)(F)F)(F)F)=C 2,2,3,3,4,4,5,5,6,6,7,7-dodecafluoro-heptyl 2-methylacrylate